ClC=1C(=NC=CC1C1=NC(=C(C=C1)CNC[C@@H]1CCC(N1)=O)OC)C1=C(C(=CC=C1)NC1=NC=CC(=C1F)CN1CC(C1)COC)Cl (S)-5-((((3'-Chloro-2'-(2-chloro-3-((3-fluoro-4-((3-(methoxymethyl)azetidin-1-yl)methyl)pyridin-2-yl)amino)phenyl)-6-methoxy-[2,4'-bipyridin]-5-yl)methyl)amino)methyl)pyrrolidin-2-one